BrC1=CC=C(C=C1)C=1N(C2=CC=CC=C2C1)C1OC(C2=CC=CC=C12)=O 3-(2-(4-bromophenyl)-1H-indol-1-yl)isobenzofuran-1(3H)-one